ClC1=C(C=CC=C1C=1C=CC=C2C=NC(=NC12)NC=1C=NC(=CC1)N1CCN(CC1)C)NC(C=C)=O N-(2-chloro-3-(2-((6-(4-methylpiperazin-1-yl)pyridin-3-yl)amino)quinazolin-8-yl)phenyl)acrylamide